FC1=C(OC2=CC=NC3=CC(=C(C=C23)OC)OCCN(C(OC(C)(C)C)=O)C)C(=CC(=C1)NC=1C=NC(=CC1OC)F)F tert-butyl N-[2-({4-[2,6-difluoro-4-(6-fluoro-4-methoxypyridin-3-ylamino) phenoxy]-6-methoxyquinolin-7-yl} oxy) ethyl]-N-methylcarbamate